4-Hydroxy-5-[[4-[3-(4-hydroxy-3-methoxyphenyl)prop-2-enoyl]phenyl]methyl]-3H-1,3-thiazol-2-one OC=1NC(SC1CC1=CC=C(C=C1)C(C=CC1=CC(=C(C=C1)O)OC)=O)=O